methyl 2-(4-cyclopropyl-6-methoxypyrimidin-5-yl)-8-({4-[1-methyl-4-(trifluoromethyl)imidazol-2-yl]phenyl}methyl)-7-oxopyrido[2,3-d]pyrimidine-6-carboxylate C1(CC1)C1=NC=NC(=C1C=1N=CC2=C(N1)N(C(C(=C2)C(=O)OC)=O)CC2=CC=C(C=C2)C=2N(C=C(N2)C(F)(F)F)C)OC